phosphorodiamidite P([O-])(N)N